C(CCCCC)C(CCCOC(CCCCCN(CCCCCC(=O)OCCCC(CCCCCC)CCCCCC)C(CCN1CCCC1)=O)=O)CCCCCC 4-hexyldecyl 6-[[6-(4-hexyldecoxy)-6-oxo-hexyl]-(3-pyrrolidin-1-ylpropanoyl)amino]hexanoate